6-OXO-PYRIDAZINE O=C1C=CC=NN1